N-(2,6-dioxopiperidin-3-yl)-6-(thiomorpholinyl)pyridineamide O=C1NC(CCC1NC(=O)C1=NC(=CC=C1)N1CCSCC1)=O